C(#N)CCN1C2CC(CC1CC2)NC2=C1C=CC=NC1=CC(=N2)NC2=NNC(=C2)C(=O)NC 3-((5-(((3-exo)-8-(2-cyanoethyl)-8-azabicyclo[3.2.1]oct-3-yl)amino)-1,6-naphthyridin-7-yl)amino)-N-methyl-1H-pyrazole-5-carboxamide